N[C@@H](C(=O)N[C@H](C)C1=C(C=CC(=C1)C(F)F)F)CO (2R)-2-amino-N-[(1R)-1-[5-(difluoromethyl)-2-fluorophenyl]ethyl]-3-hydroxypropanamide